C(C1=CC=CC=C1)(=O)CCC(=O)[O-].[Sn+2].C(C1=CC=CC=C1)(=O)CCC(=O)[O-] stannous β-benzoyl-propionate